CC1=CC=C(C=C1)S(=O)(=O)OCCOCCOC=1C=CC=2N(C1)C=C(N2)C2=CC=C(C=C2)C=2C(=NC(=CC2)N(C)C)F 2-[2-[2-[4-[6-(di-methylamino)-2-fluoro-pyridin-3-yl]phenyl]imidazo[1,2-a]pyridin-6-yl]oxyethoxy]ethyl 4-methylbenzenesulfonate